O=C1NC(CCC1N1C(C2=CC(=C(C=C2C1=O)N1C2CN(CC1C2)CC2CCN(CC2)C2=CC=C(N=N2)C2=CC=C1C=NC(C1=C2)=O)F)=O)=O 6-(6-(4-((6-(2-(2,6-dioxopiperidin-3-yl)-6-fluoro-1,3-dioxoisoindoline-5-yl)-3,6-diazabicyclo[3.1.1]heptane-3-yl)methyl)piperidin-1-yl)pyridazin-3-yl)-1-oxoisoindole